(trimethyl-silyl-ethyl)-2-trifluoromethyl-benzamide CC(C([SiH3])(C)C)C=1C(=C(C(=O)N)C=CC1)C(F)(F)F